C(C)(C)(C)OC(=O)NCCCCCN1CCN(CC1)CC=1C=C2CN(CC2=CC1)C(=O)OCC1=CC=CC=C1 benzyl 5-((4-(5-((tert-butoxycarbonyl)amino)pentyl)piperazin-1-yl)methyl)isoindoline-2-carboxylate